ClC=1C(=NC(=NC1)NC1=C(C=C(C(=O)N2[C@@H](CCC2)C(=O)OC)C=C1)OC)C1=NN(C=C1)C(C)C methyl (4-((5-chloro-4-(1-isopropyl-1H-pyrazolyl)pyrimidin-2-yl)amino)-3-methoxybenzoyl)-L-prolinate